BrC1=CC(=C2C(NN=C(C2=C1)C(=O)OC)=O)C(F)F methyl 7-bromo-5-(difluoromethyl)-4-oxo-3H-phthalazine-1-carboxylate